(2E)-3-(2,3-difluorophenyl)-1-(pyridin-2-yl)prop-2-en-1-one FC1=C(C=CC=C1F)/C=C/C(=O)C1=NC=CC=C1